COC(C(C)(C)N1N=C(C(=N1)C)C)=O 2-(4,5-dimethyl-2H-1,2,3-triazol-2-yl)-2-methylpropionic acid methyl ester